bis[2-(isocyanatomethylthio) ethyl] sulfide N(=C=O)CSCCSCCSCN=C=O